(S)-1-methyl-N-(1-((4-(3-(methylamino)pyridin-4-yl)phenyl)amino)-1-oxo-3,3-diphenylpropan-2-yl)-1H-pyrazole-5-carboxamide CN1N=CC=C1C(=O)N[C@H](C(=O)NC1=CC=C(C=C1)C1=C(C=NC=C1)NC)C(C1=CC=CC=C1)C1=CC=CC=C1